1-methyldisulfanylpropane CCCSSC